C(C)(C)(C)OC(=O)NC1=CN=C(C=C1C(=O)OC)Cl methyl 5-((tert-butoxycarbonyl)amino)-2-chloroisonicotinate